(R)-8-(8-(3-chloro-2-fluoropyridin-4-yl)-7-methylimidazo[1,2-c]pyrimidin-5-yl)-8-azaspiro[4.5]decan-1-amine ClC=1C(=NC=CC1C=1C=2N(C(=NC1C)N1CCC3(CCC[C@H]3N)CC1)C=CN2)F